C(C)OC1=CC(=NC=N1)C=1C=C(C(=C(C1)O)C=1N=C2N(C=CC(=N2)C=2CC(NC(C2)(C)C)(C)C)C1)F 5-(6-ethoxypyrimidin-4-yl)-3-fluoro-2-(7-(2,2,6,6-tetramethyl-1,2,3,6-tetrahydropyridin-4-yl)imidazo[1,2-a]pyrimidin-2-yl)phenol